3-((S)-3-((R)-8-(3-chlorophenylsulfonyl)-1-oxa-8-azaspiro[4.5]decan-3-ylamino)-2-hydroxypropoxy)-N-methylbenzenesulfonamide ClC=1C=C(C=CC1)S(=O)(=O)N1CCC2(C[C@H](CO2)NC[C@@H](COC=2C=C(C=CC2)S(=O)(=O)NC)O)CC1